C(C#C)OCC#CC1=CC=CC=C1 (3-(prop-2-ynyloxy)prop-1-ynyl)benzene